{1-(1-{[6-{[ethyl(methyl)amino]methyl}-2-(trifluoromethyl)pyrimidin-4-yl]carbonyl}piperidin-4-yl)-3-[4-(7H-pyrrolo[2,3-d]pyrimidin-4-yl)-1H-pyrazol-1-yl]azetidin-3-yl}acetonitrile C(C)N(C)CC1=CC(=NC(=N1)C(F)(F)F)C(=O)N1CCC(CC1)N1CC(C1)(N1N=CC(=C1)C=1C2=C(N=CN1)NC=C2)CC#N